C(#N)C=1C=C(C=CC1)C1=CC(=NC(=N1)NCCOC)C=1N=NN(C1)CC1=CC=CC(=N1)N1[C@@H](CCC1)C(=O)O (S)-1-[6-({4-[6-(m-cyanophenyl)-2-(2-methoxyethylamino)-4-pyrimidinyl]-1H-1,2,3-triazol-1-yl}methyl)-2-pyridinyl]-2-pyrrolidinecarboxylic acid